(R)-N-(6-chloro-1,2,3,4-tetrahydronaphthalen-1-yl)-4-(trifluoromethoxy)benzenesulfonamide ClC=1C=C2CCC[C@H](C2=CC1)NS(=O)(=O)C1=CC=C(C=C1)OC(F)(F)F